6-(1-((S)-3-fluoropyrrolidin-1-yl)ethyl)-2-(3-(3-((4-methyl-4H-1,2,4-triazol-3-yl)methyl)oxetan-3-yl)phenyl)-4-(trifluoromethyl)isoindolin-1-one F[C@@H]1CN(CC1)C(C)C1=CC(=C2CN(C(C2=C1)=O)C1=CC(=CC=C1)C1(COC1)CC1=NN=CN1C)C(F)(F)F